Aza[18]annulene N1=CC=CC=CC=CC=CC=CC=CC=CC=C1